1,3-divinyl-1,1,3,3-tetramethyldisilazan C(=C)[Si](N[Si](C)(C)C=C)(C)C